tert-Butyl ((1-((3-((5-ethyl-2-methoxyphenyl)sulfonamido)-4-methoxybenzo[d]isoxazol-6-yl)methyl)-1H-pyrazol-4-yl)methyl)carbamate C(C)C=1C=CC(=C(C1)S(=O)(=O)NC1=NOC2=C1C(=CC(=C2)CN2N=CC(=C2)CNC(OC(C)(C)C)=O)OC)OC